(S)-2-methylpiperidine C[C@@H]1NCCCC1